8-[(2s,5r)-4-[(2,4-difluorophenyl)methyl]-5-ethyl-2-methylpiperazin-1-yl]-5-methyl-6-oxo-5,6-dihydro-1,5-naphthyridine-2-carbonitrile FC1=C(C=CC(=C1)F)CN1C[C@@H](N(C[C@H]1CC)C1=CC(N(C=2C=CC(=NC12)C#N)C)=O)C